(1R,3S,4S)-5-((dimethylamino)methylene)-6-oxo-2-azabicyclo[2.2.1]heptane-2,3-dicarboxylic acid 2-tert-butyl 3-ethyl ester C(C)OC(=O)[C@H]1N([C@H]2C(C([C@@H]1C2)=CN(C)C)=O)C(=O)OC(C)(C)C